tert-Butyl 4-(5-((3-ethoxy-3-oxopropyl)amino)-4-fluoro-3-methyl-1H-indol-1-yl)piperidine-1-carboxylate C(C)OC(CCNC=1C(=C2C(=CN(C2=CC1)C1CCN(CC1)C(=O)OC(C)(C)C)C)F)=O